tert-butyl (3R)-3-[6-(N-tert-butoxycarbonyl-2-cyano-3,6-difluoro-anilino)-5-chloro-4-oxo-quinazolin-3-yl]-1-oxa-8-azaspiro[4.5]decane-8-carboxylate C(C)(C)(C)OC(=O)N(C1=C(C(=CC=C1F)F)C#N)C=1C(=C2C(N(C=NC2=CC1)[C@H]1COC2(C1)CCN(CC2)C(=O)OC(C)(C)C)=O)Cl